Ethyl 4-((3-bromo-6-methyl-5,5-dioxido-6,11-dihydrodibenzo[c,f][1,2]thiazepin-11-yl)amino)butanoate BrC1=CC2=C(C(C3=C(N(S2(=O)=O)C)C=CC=C3)NCCCC(=O)OCC)C=C1